ethyl 3-[(6-bromo-1-methylindazol-3-yl)(carbamoyl)amino]propanoate BrC1=CC=C2C(=NN(C2=C1)C)N(CCC(=O)OCC)C(N)=O